C(CCC1C(O1)C/C=C\\C/C=C\\C/C=C\\CCCC(=O)O)CCO The molecule is an epoxy(hydroxy)icosatrienoic acid that is (5Z,8Z,11Z)-icosatrienoic acid having the epoxide group across positions 14-15 and the hydroxy substituent located at position 20. It is an omega-hydroxy fatty acid and an epoxy(hydroxy)icosatrienoic acid. It derives from an arachidonic acid. It is a conjugate acid of a 14,15-epoxy-20-hydroxy-(5Z,8Z,11Z)-icosatrienoate.